2-(7-(Tert-butyl)-3-methyl-4-oxoisothiazolo[4,3-e]pyrazolo[1,5-a]pyrimidin-5(4H)-yl)-N-(5-fluoropyridin-2-yl)acetamide methyl-6-cyclopropylimidazo[1,5-a]pyrazine-5-carboxylate COC(=O)C1=C(N=CC=2N1C=NC2)C2CC2.C(C)(C)(C)C2=NN1C(N(C(C=3C1=NSC3C)=O)CC(=O)NC3=NC=C(C=C3)F)=C2